5-(1-((tert-Butyldimethylsilyl)oxy)cyclopropyl)pyridine-2-carboxylic acid methyl ester COC(=O)C1=NC=C(C=C1)C1(CC1)O[Si](C)(C)C(C)(C)C